FC1=C(C=C(C(=C1)F)OCCOC)CN (2,4-difluoro-5-(2-methoxyethoxy)phenyl)methylamine